tert-Butyl-4-(4-{(1S)-1-[(8-ethyl-7-oxo-7,8-dihydropyrido[2,3-d]pyrimidin-2-yl)amino]ethyl} benzyl)piperazin-1-carboxylat C(C)(C)(C)OC(=O)N1CCN(CC1)CC1=CC=C(C=C1)[C@H](C)NC=1N=CC2=C(N1)N(C(C=C2)=O)CC